2-(furan-2-yl)-N-(4b-hydroxy-7-isopropyl-10-oxo-9b,10-dihydro-4bH-indeno[1,2-b]benzofuran-9b-yl)-2-oxoacetamide O1C(=CC=C1)C(C(=O)NC12C(OC3=C1C=CC(=C3)C(C)C)(C3=CC=CC=C3C2=O)O)=O